FC1=NC=C(C2=C1C[C@@H]1CC[C@H]2N1C1=CC=C(C=C1)OC)N (5R,8S)-1-fluoro-10-(4-methoxyphenyl)-6,7,8,9-tetrahydro-5H-5,8-epiminocyclohepta[c]pyridin-4-amine